Br.O([C@H]1[C@@H](O)[C@H](O)[C@H](O)[C@@H](O1)C)CCN 2-aminoethyl α-L-fucopyranoside hydrobromide